5-benzyl-2,6-dimethoxypyrimidin C(C1=CC=CC=C1)C=1C=NC(=NC1OC)OC